C1=C(C=C(C(=C1O)[O-])O)C2=C(C=C3C(=CC(=O)C=C3O2)O)O The molecule is an organic anion obtained by selective deprotonation of the 3- and 5-hydroxy groups of delphinidin; major species at pH 7.3. It has a role as an antineoplastic agent, a biological pigment and a plant metabolite. It is a conjugate base of a delphinidin.